CS(=O)(=O)N1C=C(C=C1)C(=O)O 1-(methylsulfonyl)pyrrole-3-carboxylic acid